Undeca-9-En CCCCCCCCC=CC